4-fluoro-1-(5-fluoro-2-methoxy-4-((1R,2R)-2-(trifluoromethyl)cyclopropyl)phenyl)-N-(isoxazol-3-yl)-2-oxo-1,2-dihydroquinoline-6-sulfonamide FC1=CC(N(C2=CC=C(C=C12)S(=O)(=O)NC1=NOC=C1)C1=C(C=C(C(=C1)F)[C@H]1[C@@H](C1)C(F)(F)F)OC)=O